NCCC=NC(=N)NC(=N)N aminopropylidenebiguanide